ClC1=C(C(=O)NCC=2C=NC(=CC2)OC)C(=CC=C1)OCCCCC 2-chloro-N-((6-methoxypyridin-3-yl)methyl)-6-(pentyloxy)benzamide